C1N(CC12CCNCC2)C2CCN(CC2)C=2C=C1CN(C(C1=CC2)=O)C2C(NC(CC2)=O)=O 3-[5-[4-(2,7-diazaspiro[3.5]nonan-2-yl)-1-piperidyl]-1-oxo-isoindolin-2-yl]piperidine-2,6-dione